2-[2-(5-fluoropyridin-3-yl)cyclopropyl]-7-methoxy[1,2,4]triazolo[1,5-c]quinazolin-5-amine FC=1C=C(C=NC1)C1C(C1)C1=NN2C(=NC=3C(=CC=CC3C2=N1)OC)N